4-hydroxymethylphenylhydroxylamine OCC1=CC=C(C=C1)NO